2-(4-aminophenyl)benzo-azole tert-butyl-4-[3-[2-[2-amino-5-methoxy-N-methyl-4-[[4-(1-methylindol-3-yl)pyrimidin-2-yl]amino]anilino]ethyl-methyl-amino]propyl]piperazine-1-carboxylate C(C)(C)(C)OC(=O)N1CCN(CC1)CCCN(C)CCN(C1=C(C=C(C(=C1)OC)NC1=NC=CC(=N1)C1=CN(C2=CC=CC=C12)C)N)C.NC1=CC=C(C=C1)C=1NC2=C(C1)C=CC=C2